C[C@@H]1CCNC[C@@H]1N(C)C2=NC=NC3=C2C=CN3 N-methyl-N-((3r,4r)-4-methylpiperidin-3-yl)-7H-pyrrolo[2,3-d]pyrimidin-4-amine